3-(4-nitro-1,3-dioxoisoindolin-2-yl)azetidin-1-ium chloride [Cl-].[N+](=O)([O-])C1=C2C(N(C(C2=CC=C1)=O)C1C[NH2+]C1)=O